N1N=C(C=C1)P(C1=NNC=C1)C1=NNC=C1 tris(pyrazolyl)phosphane